CN1C(N(C2=C1C=C(C=C2)N2CCC(CC2)=O)C2C(NC(CC2)=O)=O)=O 3-[3-methyl-2-oxo-5-(4-oxo-1-piperidinyl)benzimidazol-1-yl]Piperidine-2,6-dione